3-((8-methoxy-2-(6-methoxypyridin-3-yl)-2,3-dihydrobenzo[b][1,4]dioxin-6-yl)methyl)-6-(2-methyl-1H-imidazol-1-yl)-3H-imidazo[4,5-b]pyridine COC1=CC(=CC2=C1OC(CO2)C=2C=NC(=CC2)OC)CN2C=NC=1C2=NC=C(C1)N1C(=NC=C1)C